C(C)(=O)O[C@H]([C@@H](CNC(C1=CC=CC=C1)=O)OC(C)=O)[C@@H]1O[C@](C[C@@H]([C@H]1NC(COC(C)=O)=O)OC(C)=O)(SC1=CC=C(C=C1)C)C(=O)OC (1R,2R)-1-((2R,3R,4S,6R)-4-acetoxy-3-(2-acetoxyacetamido)-6-(methoxycarbonyl)-6-(p-tolylthio)tetrahydro-2H-pyran-2-yl)-3-benzamidopropane-1,2-diyl diacetate